COC1=NC=CC2=C(C=CC=C12)N1N=CC(=C1C(F)(F)F)C(=O)O 1-(1-methoxyisoquinolin-5-yl)-5-trifluoromethyl-1H-pyrazole-4-carboxylic acid